5-bromo-3-methyl-1,2-thiazole BrC1=CC(=NS1)C